8-(3-aminopropoxy)benzo[d][1,2,3]diazaborinin-1(2H)-ol NCCCOC1=CC=CC2=C1B(NN=C2)O